C1(=CC=CC=C1)OC(O)=O.C(C=1C(O)=CC=CC1)(=O)OC methyl salicylate phenyl-carbonate